N=1C=NN2C1C=C(C=C2)OC2=C(C=C(C=C2)NC=2C1=C(N=CN2)C=C(C(=N1)N1C[C@H](N(CC1)C(=O)OC(C)(C)C)CO)Br)C tert-butyl (S)-4-(4-((4-([1,2,4]triazolo[1,5-a]pyridin-7-yloxy)-3-methylphenyl)amino)-7-bromopyrido[3,2-d]pyrimidin-6-yl)-2-(hydroxymethyl)piperazine-1-carboxylate